1-{3-bromoimidazo[1,2-a]pyridin-6-yl}azetidine BrC1=CN=C2N1C=C(C=C2)N2CCC2